C[C@@H](COC)OC=1C=CC=C(C(=O)NC2=NC=C(N=C2)C)C1 5-{[(1S)-1-methyl-2-(methoxy)ethyl]oxy}-N-(5-methylpyrazin-2-yl)benzamide